((5S,7S)-7-fluoro-5-phenyl-6,7-dihydro-5H-pyrrolo[1,2-b][1,2,4]triazol-2-yl)((S)-tetrahydrofuran-3-yl)methanone F[C@H]1C[C@H](N2N=C(N=C21)C(=O)[C@@H]2COCC2)C2=CC=CC=C2